6-(2-(1-(Azetidin-3-yl)-1H-pyrazol-4-yl)morpholino)-8-(4-chloro-2-fluorophenyl)-2,3-dimethylpyrimidino[5,4-d]pyrimidin-4(3H)-one hydrochloride Cl.N1CC(C1)N1N=CC(=C1)C1OCCN(C1)C=1N=C(C=2N=C(N(C(C2N1)=O)C)C)C1=C(C=C(C=C1)Cl)F